OCS(=O)(=O)[O-].[Sn+4].OCS(=O)(=O)[O-].OCS(=O)(=O)[O-].OCS(=O)(=O)[O-] tin hydroxymethylsulfonate